CC(COCC(C)(C)OC(C(=C)C#N)=O)(OC(C(=C)C#N)=O)C dimethyl-α-cyanoacryloyloxyethyl oxide